2,2-dimethyl-3-((3-(trifluoromethoxy)pyridin-2-yl)oxy)propanoic acid CC(C(=O)O)(COC1=NC=CC=C1OC(F)(F)F)C